2-(2-(2-((5-(2-oxoindolin-5-yl)pyridin-2-yl)amino)ethoxy)phenyl)acetamide O=C1NC2=CC=C(C=C2C1)C=1C=CC(=NC1)NCCOC1=C(C=CC=C1)CC(=O)N